FC(C1=C2C=C(NC2=CC=C1)C(=O)O)F 4-(difluoromethyl)-1H-indole-2-carboxylic acid